CS(=O)C1CN(C1)C(=O)O[C@@H]1CC[C@H](CC1)C(N(C[C@@H]1CC[C@H](CC1)C1=CC(=C(C=C1)OC)C)C1=CC(=CC=C1)C=1C=NN(C1)C1CC1)=O trans-4-((3-(1-Cyclopropyl-1H-pyrazol-4-yl)phenyl)((trans-4-(4-methoxy-3-methylphenyl)cyclohexyl)methyl)carbamoyl)-cyclohexyl 3-(methylsulfinyl)azetidine-1-carboxylate